ClC=1C=C(OC2C(C(C2(C)C)N2C(C3=CC=CC=C3C2)=O)(C)C)C=CC1C#N 2-((1r,3r)-3-(3-chloro-4-cyanophenoxy)-2,2,4,4-tetramethylcyclobutyl)-1-oxoisoindolin